OCC1=C2C(=NC=C1)N(N=C2CNC(C#C)=O)C2=CC=C(C=C2)OC(F)(F)F N-[[4-(hydroxymethyl)-1-[4-(trifluoromethoxy)phenyl]pyrazolo[3,4-b]pyridin-3-yl]methyl]prop-2-ynamide